2-amino-3-cyano-4-(4-methyl-5-thiazolyl)-6-methyl-4H-pyran-5-carboxylic acid methyl ester COC(=O)C=1C(C(=C(OC1C)N)C#N)C1=C(N=CS1)C